3-(tert-butyl)-N-(2-(2,6-dioxopiperidin-3-yl)-1-oxoisoindolin-5-yl)indoline-1-carboxamide C(C)(C)(C)C1CN(C2=CC=CC=C12)C(=O)NC=1C=C2CN(C(C2=CC1)=O)C1C(NC(CC1)=O)=O